4-chloro-7-iodo-1-tetrahydropyran-2-yl-pyrazolo[3,4-c]pyridine ClC1=C2C(=C(N=C1)I)N(N=C2)C2OCCCC2